CC(C(=O)OC(CN1N=CC(=C1)B1OC(C(O1)(C)C)(C)C)(C)C)(CN1C=C(C2=CC=C(C=C12)Cl)S(NC1=C(C=C(C(=C1)F)Br)F)(=O)=O)F 2-methyl-1-(4-(4,4,5,5-tetramethyl-1,3,2-dioxaborolan-2-yl)-1H-pyrazol-1-yl)propan-2-ol methyl-3-[3-[(4-bromo-2,5-difluoro-phenyl)sulfamoyl]-6-chloro-indol-1-yl]-2-fluoro-propanoate